4-((3-(((6-chloropyridin-2-yl)methoxy)methyl)-5-methoxypyridin-2-yl)ethynyl)-N1-methyl-2,7-naphthyridine-1,6-diamine ClC1=CC=CC(=N1)COCC=1C(=NC=C(C1)OC)C#CC1=CN=C(C2=CN=C(C=C12)N)NC